(S)-2-amino-5-(4-(2-(3,5-difluorophenyl)-2-hydroxyacetamido)phenyl)-N-isopropylnicotinamide NC1=C(C(=O)NC(C)C)C=C(C=N1)C1=CC=C(C=C1)NC([C@@H](O)C1=CC(=CC(=C1)F)F)=O